cyclohexyl-(4-(4-(3,4-dichloroisothiazol-5-yl)thiazol-2-yl)thiazol-1-yl)methanone C1(CCCCC1)C(=O)S1C=NC(=C1)C=1SC=C(N1)C1=C(C(=NS1)Cl)Cl